7-bromo-4-(((R)-1-((cis)-4-(6-fluoroquinolin-4-yl)cyclohexyl)propan-2-yl)amino)-2H-chromen-2-one BrC1=CC=C2C(=CC(OC2=C1)=O)N[C@@H](C[C@@H]1CC[C@@H](CC1)C1=CC=NC2=CC=C(C=C12)F)C